5-(4-(trifluoromethyl)pyrimidin-5-yl)pyridine FC(C1=NC=NC=C1C=1C=CC=NC1)(F)F